(S)-4-(3-fluorobenzyl)-N-(5-methyl-7-(2-(4-methyl-3-oxopiperazin-1-yl)ethoxy)-4-oxo-2,3,4,5-tetrahydrobenzo[b][1,4]oxazepin-3-yl)-1H-pyrazole-1-carboxamide FC=1C=C(CC=2C=NN(C2)C(=O)N[C@@H]2C(N(C3=C(OC2)C=CC(=C3)OCCN3CC(N(CC3)C)=O)C)=O)C=CC1